Tert-butyl (2R)-2-((tert-butyldimethylsilyl)oxy)-4-(5-fluoro-2-methoxyphenyl)-4-hydroxybutylcarbamate [Si](C)(C)(C(C)(C)C)O[C@@H](CNC(OC(C)(C)C)=O)CC(O)C1=C(C=CC(=C1)F)OC